FC(C1=CC(=NC=C1)O[C@@H]1C[C@H](C1)N1N=C2N(C1=O)[C@@H](CC2)C2=CC(=CC(=C2)F)F)F (5S)-2-(trans-3-{[4-(difluoromethyl)pyridin-2-yl]oxy}cyclobutyl)-5-(3,5-difluorophenyl)-2,5,6,7-tetrahydro-3H-pyrrolo[2,1-c][1,2,4]triazol-3-one